4-tosylpiperazine-1-carboxylic acid tert-butyl ester C(C)(C)(C)OC(=O)N1CCN(CC1)S(=O)(=O)C1=CC=C(C)C=C1